C1(CC1)NC(C1=C(C=C(C=C1OC)C1=CN=C2N1C=CC(=C2)OCCNC2=NC=NC=C2)OC(F)F)=O N-cyclopropyl-2-(difluoromethoxy)-6-methoxy-4-[7-[2-(pyrimidin-4-ylamino)ethoxy]imidazo[1,2-a]pyridin-3-yl]benzamide